N-(3-(7-fluoro-5-oxo-1-thioxo-1,2-dihydro-[1,2,4]triazolo[4,3-a]quinazolin-4(5H)-yl)propyl)piperidine-4-carboxamide FC=1C=C2C(N(C=3N(C2=CC1)C(NN3)=S)CCCNC(=O)C3CCNCC3)=O